methyl 4-(3-((1H-1,2,4-triazol-1-yl)methyl)piperidin-1-yl)-1H-indole-6-carboxylate N1(N=CN=C1)CC1CN(CCC1)C1=C2C=CNC2=CC(=C1)C(=O)OC